2,3-dihydro-2,2-dimethyl-7-benzofuranylmethylcarbamate CC1(OC2=C(C1)C=CC=C2CNC([O-])=O)C